(Dimethoxymethyl)-4-aminobenzene COC(OC)C1=CC=C(C=C1)N